3-((6-(N-(6-(o-tolyl)-5-(trifluoromethyl)pyridin-2-yl)sulfamoyl)pyridin-2-yl)amino)cyclohexanecarboxylic acid C1(=C(C=CC=C1)C1=C(C=CC(=N1)NS(=O)(=O)C1=CC=CC(=N1)NC1CC(CCC1)C(=O)O)C(F)(F)F)C